O=S.[Cu].[La] lanthanum copper oxysulfide